FC(C(=O)N1CC(C1)N1N=C(C=2C1=NC=CC2)C2=CC=C(C=C2)C(F)(F)F)=C 2-fluoro-1-(3-(3-(4-(trifluoromethyl)phenyl)-1H-pyrazolo[3,4-b]pyridin-1-yl)azetidin-1-yl)propan-2-en-1-one